(±)-(2RS,4'RS,8'RS)-2,5,7,8-tetramethyl-2-(4',8',12'-trimethyltridecyl)-6-chromanol C[C@@]1(OC2=C(C(=C(C(=C2CC1)C)O)C)C)CCCC(CCCC(CCCC(C)C)C)C |r|